tritertiarybutyl-aluminium C(C)(C)(C)[Al](C(C)(C)C)C(C)(C)C